N1C(=NC=C1)C1=CC=C(C(=N1)C(F)(F)F)N1CCN(CC1)CC1=CC(=NC=C1)NC(=O)NCC 1-(4-((4-(6-(1H-imidazol-2-yl)-2-(trifluoromethyl)pyridin-3-yl)piperazin-1-yl)methyl)pyridin-2-yl)-3-ethylurea